COC(=O)N1C(C=CC=C1)C1=CC(=CC=C1)C(F)(F)F Methyl-2-(3-(trifluoromethyl)phenyl)pyridine-1(2H)-carboxylate